7-(((benzyloxy)carbonyl)(methyl)amino)-2-(3-iodophenyl)-2,5,5-trimethylheptanoic acid C(C1=CC=CC=C1)OC(=O)N(CCC(CCC(C(=O)O)(C)C1=CC(=CC=C1)I)(C)C)C